FC(C(=O)O)(F)F.CN1C=2C=3C=CN=C(CCCCC(C(NC2C=N1)=O)C(C)C)C3 3-methyl-9-(propan-2-yl)-3,4,7,15-tetraazatricyclo[12.3.1.02,6]Octadeca-1(18),2(6),4,14,16-pentaen-8-one trifluoroacetate salt